BrC=1C2(C3=CC4=C(OCO4)C=C3C1)CCC(CC2)(C(=O)O)NC2=CC(=C(C=C2)F)Cl (1s,4s)-6'-bromo-4-(3-chloro-4-fluoroanilino)-2'H-spiro[cyclohexane-1,5'-indeno[5,6-d][1,3]dioxole]-4-carboxylic acid